tert-Butyl-(R)-3-hydroxy-3-((R)-5H-imidazo[5,1-a]isoindol-5-yl)piperidin-1-carboxylat C(C)(C)(C)OC(=O)N1C[C@](CCC1)([C@@H]1N2C(C3=CC=CC=C13)=CN=C2)O